2-{4-[(2-{3-[(2-methoxy-4-sulfamoylphenyl)amino]prop-1-yn-1-yl}-1-(2,2,2-trifluoroethyl)-1H-indol-4-yl)amino]piperidin-1-yl}ethyl propanoate C(CC)(=O)OCCN1CCC(CC1)NC1=C2C=C(N(C2=CC=C1)CC(F)(F)F)C#CCNC1=C(C=C(C=C1)S(N)(=O)=O)OC